(3aS,12bS)-10-chloro-11-(3-methoxypropoxy)-3,3-dimethyl-7-oxo-1,2,3,3a,7,12b-hexahydrocyclopenta[c]pyrido[2,1-a]isoquinoline-6-carboxylic acid ClC=1C(=CC=2[C@H]3[C@H](N4C(C2C1)=CC(C(=C4)C(=O)O)=O)C(CC3)(C)C)OCCCOC